(3-((benzyloxy)methyl)-4-ethyl-5-oxo-4,5-dihydro-1H-1,2,4-triazol-1-yl)-7-fluoro-4-isopropyl-2-(o-tolyl)quinoline-1-oxide C(C1=CC=CC=C1)OCC1=NN(C(N1CC)=O)C=1C(=[N+](C2=CC(=CC=C2C1C(C)C)F)[O-])C1=C(C=CC=C1)C